carboxymethyl-[rac-(3R)-3-[3-[(1-methylazetidin-3-yl)carbamoyl]phenyl]-3-[[rac-(7S)-7-tert-butyl-5,6,7,8-tetrahydrothiazolo[5,4-b]quinoline-2-carbonyl]amino]propyl]ammonium C(=O)(O)C[NH2+]CC[C@@H](NC(=O)C=1SC2=NC=3CC[C@@H](CC3C=C2N1)C(C)(C)C)C1=CC(=CC=C1)C(NC1CN(C1)C)=O |r|